3,5-dimethyl-1H-pyrrole-2,4-dicarboxylic acid-2-tert-butyl ester C(C)(C)(C)OC(=O)C=1NC(=C(C1C)C(=O)O)C